α-D-glucopyranosyl-(1→6)-α-D-glucopyranosyl-(1→4)-D-glucose [C@H]1([C@H](O)[C@@H](O)[C@H](O)[C@H](O1)CO)OC[C@@H]1[C@H]([C@@H]([C@H]([C@H](O1)O[C@@H]([C@@H]([C@H](C=O)O)O)[C@H](O)CO)O)O)O